cobalt-nickel-chromium-molybdenum [Mo].[Cr].[Ni].[Co]